ClC(C(=O)NCCCNC1=NC2=CC(=C(C=C2C(=N1)NC1CCN(CC1)C1CCCCC1)OC)OC)F 2-chloro-N-(3-((4-((1-cyclohexylpiperidin-4-yl)amino)-6,7-dimethoxyquinazolin-2-yl)amino)propyl)-2-fluoroacetamide